2-methoxy-N-(3-(8-((1R,5S,7R)-3-methyl-3,6-diazabicyclo[3.2.1]octan-7-yl)-3-(2,2,2-trifluoroethyl)imidazo[1,2-a]pyridin-2-yl)prop-2-yn-1-yl)-4-(methylsulfonyl)aniline COC1=C(NCC#CC=2N=C3N(C=CC=C3[C@@H]3N[C@@H]4CN(C[C@H]3C4)C)C2CC(F)(F)F)C=CC(=C1)S(=O)(=O)C